ethyl 2-(4-methyl-3-{[(2Z)-3-{[2-(trimethylsilyl)ethoxy]methyl}-2,3-dihydro-1,3-benzothiazol-2-ylidene]amino}-5H,6H,7H,8H,9H-pyridazino[3,4-b]azepin-9-yl)-1,3-thiazole-4-carboxylate CC1=C(N=NC=2N(CCCCC21)C=2SC=C(N2)C(=O)OCC)\N=C\2/SC1=C(N2COCC[Si](C)(C)C)C=CC=C1